N-methyl-6-azaindole CN1C=CC2=CC=NC=C12